N[C@H](CC1=CC=C(C=C1)O)C(=O)[O-] D-tyrosinate